CC1=CC=CC(=N1)B(O)O (6-methylpyridin-2-yl)boronic acid